[(dipropylamino)sulfonyl]benzoate C(CC)N(S(=O)(=O)C1=C(C(=O)[O-])C=CC=C1)CCC